CC(CCC#CC#CCCC)C dimethyl-decane-4,6-diyne